C1(=CC=CC=C1)N1N=CC=2C1=NC(=NC2NC(=O)C=2SC(=CC2)[N+](=O)[O-])C2=CC=CC=C2 N-(1,6-diphenyl-1H-pyrazolo[3,4-d]pyrimidin-4-yl)-5-nitrothiophene-2-carboxamide